O=C1N(CC2=CC(=CC=C12)N1CCC2(CC(C2)=O)CC1)C1C(NC(CC1)=O)=O 3-(1-oxo-5-(2-oxo-7-azaspiro[3.5]nonan-7-yl)isoindolin-2-yl)piperidine-2,6-dione